ClC1=C(C(=O)N2CCC(CC2)C(=O)O)C=CC(=C1)NC=1C=2N(C=CN1)C(=CN2)C2=C(C(=C(C=C2)OCC#N)F)F 1-[2-chloro-4-[[3-[4-(cyanomethoxy)-2,3-difluoro-phenyl]imidazo[1,2-a]pyrazin-8-yl]amino]benzoyl]piperidine-4-carboxylic acid